3-(1'-((1-((3-methyloxetan-3-yl)methyl)-1H-pyrazol-4-yl)methyl)-6-oxo-6,8-dihydro-2H,7H-spiro[furo[2,3-e]isoindole-3,4'-piperidin]-7-yl)piperidine-2,6-dione CC1(COC1)CN1N=CC(=C1)CN1CCC2(CC1)COC1=C3CN(C(C3=CC=C12)=O)C1C(NC(CC1)=O)=O